C(C1=CC=CC=C1)OC(=O)N1CCC2(CC(C2)C2=CC=CC=C2)CC1 2-phenyl-7-azaspiro[3.5]nonane-7-carboxylic acid benzyl ester